6-(6-(difluoromethoxy)pyridin-3-yl)-N-((2-fluoro-5-(methoxy-d3)benzyl)oxy)pyrazine-2-carboxamide FC(OC1=CC=C(C=N1)C1=CN=CC(=N1)C(=O)NOCC1=C(C=CC(=C1)OC([2H])([2H])[2H])F)F